NC1=NC=C2C=C(C(N(C2=C1)CC(F)(F)F)=O)C1=C(C=C(C(=C1)N)F)F 7-amino-3-(5-amino-2,4-difluorophenyl)-1-(2,2,2-trifluoroethyl)-1,6-naphthyridin-2(1H)-one